ethyl 2-(2,5-dichlorothiazol-4-yl)-2,2-difluoroacetate ClC=1SC(=C(N1)C(C(=O)OCC)(F)F)Cl